NC=1C=C(C=CC1)C=1C=C2N(CCN=C2C2=CC(=C(C(=C2)OC)OC)OC)C1 7-(3-aminophenyl)-1-(3,4,5-trimethoxyphenyl)-3,4-dihydropyrrolo[1,2-a]pyrazine